2-(3,6-Dihydro-2H-pyran-3-yl)isoindoline-1,3-dione O1CC(C=CC1)N1C(C2=CC=CC=C2C1=O)=O